N1C=C(C2=CC=CC=C12)CC(C(=O)N[C@H](C(=O)OC(C)C)CCC(C=[N+]=[N-])=O)NC(C(C)(C)C)=O isopropyl (2S)-2-(3-(1H-indol-3-yl)-2-pivalamidopropanamido)-6-diazo-5-oxohexanoate